(3R,4R)-3-(6-(4-chlorophenyl)-4-oxo-8-(pyridin-3-yl)pyrido[3,4-d]pyrimidin-3(4H)-yl)-4-hydroxypyrrolidine-1-carboxylic acid tert-butyl ester C(C)(C)(C)OC(=O)N1C[C@H]([C@@H](C1)O)N1C=NC2=C(C1=O)C=C(N=C2C=2C=NC=CC2)C2=CC=C(C=C2)Cl